Glutamine-13C4 N[13C@@H]([13CH2][13CH2][13C](N)=O)C(=O)O